chloro-perfluorooctyl-phosphoric acid ClOP(OC(C(C(C(C(C(C(C(F)(F)F)(F)F)(F)F)(F)F)(F)F)(F)F)(F)F)(F)F)(O)=O